C(#N)C1=CC=C(C=C1)C1=CC=C(C=C1)C1=CC=C(C2=CC=CC=C12)C1=CC=C(C=C1)C1=NC(=NC(=N1)C1=CC=CC=C1)C1=CC=CC=C1 2-[4-[4-(4'-cyano-1,1'-biphenyl-4-yl)-1-naphthyl]phenyl]-4,6-diphenyl-1,3,5-triazine